NC1=NNC2=CC=CC(=C12)C=1C=C2C=CC=C(C2=CC1)C(=O)NC1=CC(=CC=C1)C 6-(3-amino-1H-indazol-4-yl)-N-(3-methylphenyl)-1-naphthalenamide